4-[4-[1-[2-Fluoro-4-(3-hydroxyphenyl)phenyl]ethyl]piperazin-1-yl]-N-propylbenzamide FC1=C(C=CC(=C1)C1=CC(=CC=C1)O)C(C)N1CCN(CC1)C1=CC=C(C(=O)NCCC)C=C1